(S)-5-((S)-2-hydroxy-4-methylpentanoyl)-N-((S)-3-oxo-1-((S)-2-oxopyrrolidin-3-yl)-4-(trifluoromethoxy)butan-2-yl)-5-azaspiro[2.4]-heptane-6-carboxamide O[C@H](C(=O)N1CC2(CC2)C[C@H]1C(=O)N[C@@H](C[C@H]1C(NCC1)=O)C(COC(F)(F)F)=O)CC(C)C